2-(4-butylphenyl)acetonitrile C(CCC)C1=CC=C(C=C1)CC#N